BrC=1C=C(C=CC1F)NC(=NO)C1=NON=C1S[C@H]1CN(CC1)S(N)(=O)=O (R)-N-(3-bromo-4-fluorophenyl)-N'-hydroxy-4-((1-sulfamoylpyrrolidin-3-yl)thio)-1,2,5-oxadiazole-3-carboxamidine